FC1=C(C=CC(=C1F)F)N1C(=NC2=C(C=CC=C2C1=O)C)SC 3-(2,3,4-Trifluorophenyl)-8-methyl-2-methylthio-4-oxo-3,4-dihydroquinazoline